COC1=C(CN(S(=O)(=O)C2=C(C(=C(C=C2)F)F)F)C2=NC(=CC=C2)F)C=CC(=C1)OC N-(2,4-dimethoxybenzyl)-2,3,4-trifluoro-N-(6-fluoropyridin-2-yl)benzenesulfonamide